C(CCCCCCCCC\C=C\CCCCCC)(=O)OCCCCCCCCCCCCCCCCCCCCCCCC lignoceryl vaccenate